Cl.FC1=CC(=C(CN2N=CC(=C2)CN)C=C1)C(F)(F)F (1-(4-fluoro-2-(trifluoromethyl)benzyl)-1H-pyrazol-4-yl)methylamine hydrochloride